N-(1-(7H-pyrrolo[2,3-d]pyrimidin-4-yl)piperidin-4-yl)-2,3,5,6-tetrafluoro-N-(2-methoxyethyl)benzenesulfonamide N1=CN=C(C2=C1NC=C2)N2CCC(CC2)N(S(=O)(=O)C2=C(C(=CC(=C2F)F)F)F)CCOC